N1C=CC2=CC=C(C=C12)CNC1=CN=C2C(=N1)N=C(C=C2)N2CCC1(CCCCO1)CC2 N-(1H-indol-6-ylmethyl)-6-{1-oxa-9-azaspiro[5.5]undecan-9-yl}pyrido[2,3-b]pyrazin-3-amine